O1C(=NC2=C1C=CC=C2)C=2C(=C(C=CC2)NC2=NC(=NC=C2C(=O)N)NC2=NN(C=C2)C)OC 4-(3-(Benzo[d]oxazol-2-yl)-2-methoxyphenylamino)-2-(1-methyl-1H-pyrazol-3-ylamino)pyrimidine-5-carboxamide